C(C)(C)(C)OC(=O)C1=CN(C=CC1=O)NC(=O)OC(C)(C)C 1-((tert-Butoxycarbonyl)amino)-4-oxo-1,4-dihydropyridine-3-carboxylic acid tert-butyl ester